t-butoxycarbonylmethoxyphenyl-diphenyl-sulfonium triflate [O-]S(=O)(=O)C(F)(F)F.C(C)(C)(C)OC(=O)COC1=C(C=CC=C1)[S+](C1=CC=CC=C1)C1=CC=CC=C1